4-(2-(4-(benzo[b]thiophen-4-yl)piperazin-1-yl)ethyl)cyclohex-3-en-1-amine S1C2=C(C=C1)C(=CC=C2)N2CCN(CC2)CCC2=CCC(CC2)N